S(=O)(=O)(O)C1=CC=C(C)C=C1.CC(COC(C)COC(C)COC(C)COC(C)COC(C)COC(C)COC(C)COC(C)COC(C)CO)O decapropylene glycol monotosylate